((1R)-1-(3-((2,5-dichlorobenzyl)carbamoyl)-4,5-dihydroisoxazole-5-carboxamido)-3-methylbutyl)boron ClC1=C(CNC(=O)C2=NOC(C2)C(=O)N[C@@H](CC(C)C)[B])C=C(C=C1)Cl